ClC=1C=C(C=C(C1)Cl)N1CCNCC1 4-(3,5-dichlorophenyl)piperazine